C1(=CC=C(C=C1)NC(=O)[C@]12[C@H]3CC[C@@H]([C@@]2(C1)C1=CC=NC=C1)O3)C3=CC=CC=C3 (1R,2R,4S,5S)-N-([1,1'-biphenyl]-4-yl)-4-(pyridin-4-yl)-8-oxatricyclo[3.2.1.02,4]octane-2-carboxamide